octahydronaphthalen formate C(=O)O.C1CCCC2CCCC=C12